(2S)-2-[9H-fluoren-9-ylmethoxycarbonyl-(methyl)amino]-4-(1-methyl-1-phenyl-ethoxy)-4-oxo-butyric acid C1=CC=CC=2C3=CC=CC=C3C(C12)COC(=O)N([C@H](C(=O)O)CC(=O)OC(C)(C1=CC=CC=C1)C)C